1-(4-isopropylphenyl)-3-azabicyclo[3.1.0]Hexane C(C)(C)C1=CC=C(C=C1)C12CNCC2C1